4-(2-((5-Fluoro-2-methoxy-4-(4-methylpiperazin-1-yl)phenyl)amino)-7H-pyrrolo[2,3-d]pyrimidin-7-yl)-N-isopropylbenzenesulfonamide FC=1C(=CC(=C(C1)NC=1N=CC2=C(N1)N(C=C2)C2=CC=C(C=C2)S(=O)(=O)NC(C)C)OC)N2CCN(CC2)C